FC1=CC=C(C=C1)NC(=O)N[C@@H]1C(NC2([C@H]1C1=CC=C(C=C1)OC)CCCCC2)=O |r| (±)-trans-1-(4-fluorophenyl)-3-[4-(4-methoxyphenyl)-2-oxo-1-azaspiro[4.5]decan-3-yl]urea